(1r,4r)-methyl-4-formylcyclohexanecarboxylate COC(=O)C1CCC(CC1)C=O